1,4-bis[(3-ethyl-3-oxetanylmethoxy)methyl]benzen C(C)C1(COC1)COCC1=CC=C(C=C1)COCC1(COC1)CC